The molecule is a 12-HPEPE anion that is the conjugate base of 12(S)-HpEPE arising from deprotonation of the carboxylic acid function; major species at pH 7.3. It is a 12-HPEPE(1-) and a hydroperoxyicosapentaenoate. It derives from an all-cis-5,8,11,14,17-icosapentaenoate. It is a conjugate base of a 12(S)-HpEPE. CC/C=C\\C/C=C\\C[C@@H](/C=C/C=C\\C/C=C\\CCCC(=O)[O-])OO